2-methylbenzyl tosylate ((2-methylphenyl) methyl 4-methylbenzenesulfonate) CC1=C(C=CC=C1)CC1=C(C=CC(=C1)C)S(=O)(=O)O.S(=O)(=O)(OCC1=C(C=CC=C1)C)C1=CC=C(C)C=C1